NC1=C(C=CC(=C1)N)C(C(=O)O)(CCCC(=O)O)C1=CC=C(C=C1)C=CC(=O)C1=CC=C(C=C1)F 2-(2,4-Diaminophenyl)-2-[4-[3-(4-fluorophenyl)-3-oxoprop-1-enyl]phenyl]hexanedioic acid